FC(OC1=CC(=NN1)NC1=CN=C2C(=N1)N(N=C2)[C@@H](CO[Si](C(C)C)(C(C)C)C(C)C)C2=CC=CC=C2)F (R)-N-(5-(difluoromethoxy)-1H-pyrazol-3-yl)-1-(1-phenyl-2-((triisopropylsilyl)oxy)ethyl)-1H-pyrazolo[3,4-b]pyrazin-6-amine